C12COCC(CN(C1)C(=O)OCC(C(CC)S)C)C2 3-mercapto-2-methyl-pentanol 3-oxa-7-azabicyclo[3.3.1]nonane-7-carboxylate